C(C)(C)(C)C1=CC(=NN1[C@@H]1COCC1)N (S)-5-(tert-butyl)-1-(tetrahydrofuran-3-yl)-1H-pyrazol-3-amine